N-(2,2-difluoroethyl)-N-methylpiperazine-1-carboxamide FC(CN(C(=O)N1CCNCC1)C)F